NC1=CC=C(C=C1)N1CC2CN(C(C1)C2)CC2CCN(CC2)C(=O)OC(C)(C)C tert-butyl 4-((3-(4-aminophenyl)-3,6-diazabicyclo[3.2.1]octan-6-yl)methyl)piperidine-1-carboxylate